ClCCC\C=C/C (Z)-6-chlorohex-2-ene